1-(2-(2-fluoro-3-(trifluoromethyl)benzyl)pyridin-4-yl)-1,5,6,7-tetrahydro-4H-pyrazolo[4,3-c]pyridin-4-one FC1=C(CC2=NC=CC(=C2)N2N=CC=3C(NCCC32)=O)C=CC=C1C(F)(F)F